6-benzyl-2-chloro-8-methyl-7,8-dihydro-5H-1,6-naphthyridine C(C1=CC=CC=C1)N1CC=2C=CC(=NC2C(C1)C)Cl